3-(2-chloro-4-(fluoromethoxy)phenoxy)-N-(3-(methylsulfonyl)phenyl)-6-(trifluoromethyl)pyridazine-4-carboxamide ClC1=C(OC=2N=NC(=CC2C(=O)NC2=CC(=CC=C2)S(=O)(=O)C)C(F)(F)F)C=CC(=C1)OCF